C(C)C=1C(NC=2C=C(C=NC2C1)CN1C(CN(CC1)C(=O)OC(C)(C)C)=O)=O tert-butyl 4-[(7-ethyl-6-oxo-5H-1,5-naphthyridin-3-yl)methyl]-3-oxopiperazine-1-carboxylate